tert-butyl 4-[1-[3-amino-6-(2-hydroxyphenyl)pyridazin-4-yl]pyrazol-4-yl]piperidine-1-carboxylate NC=1N=NC(=CC1N1N=CC(=C1)C1CCN(CC1)C(=O)OC(C)(C)C)C1=C(C=CC=C1)O